FC1(C(C1)C1=NC=NC(=C1C=1N=CC2=C(N1)C(=CN2)C(O)C2=CC=C(C=C2)C=2N(C=C(N2)C(F)(F)F)C)OC)F [2-[4-(2,2-difluorocyclopropyl)-6-methoxy-pyrimidin-5-yl]-5H-pyrrolo[3,2-d]pyrimidin-7-yl]-[4-[1-methyl-4-(trifluoromethyl)imidazol-2-yl]phenyl]methanol